potassium dichromate, chromium salt [Cr+3].[Cr](=O)(=O)([O-])O[Cr](=O)(=O)[O-].[K+].[Cr](=O)(=O)([O-])O[Cr](=O)(=O)[O-]